(3S)-3-{4-[4-(2,2-dibutoxyethyl)piperidin-1-yl]-5-fluoro-2-methoxyphenyl}-2-azaspiro[3.4]octan-1-one C(CCC)OC(CC1CCN(CC1)C1=CC(=C(C=C1F)[C@@H]1NC(C12CCCC2)=O)OC)OCCCC